2-(6-Chloro-4-((((1-methylcyclobutyl)methyl)amino)methyl)pyridin-2-yl)-6-(3-((4-methyl-4H-1,2,4-triazol-3-yl)methyl)oxetan-3-yl)isoindolin-1-one ClC1=CC(=CC(=N1)N1C(C2=CC(=CC=C2C1)C1(COC1)CC1=NN=CN1C)=O)CNCC1(CCC1)C